2-chloro-N-(5-(ethyl-(methyl)amino)-2-(ethylamino)benzyl)-N-(furan-2-ylmethyl)benzamide ClC1=C(C(=O)N(CC=2OC=CC2)CC2=C(C=CC(=C2)N(C)CC)NCC)C=CC=C1